3-(6-bromo-2-methylhexanoyl)oxazolidin-2-one BrCCCCC(C(=O)N1C(OCC1)=O)C